CC(=O)N[C@@H]1[C@H]([C@H]([C@H](O[C@@H]1OC[C@@H]2[C@@H]([C@@H]([C@H](C(O2)O)NC(=O)C)O)O)CO)O)O The molecule is a disaccharide consisting of a 2-acetamido-2-deoxy-D-galactose residue and a 2-acetamido-2-deoxy-alpha-D-galactose residue joined by a (1->6) glycosidic bond. It is an amino disaccharide, a glycosylgalactose derivative and a member of acetamides. It derives from a N-acetyl-alpha-D-galactosamine and a N-acetyl-D-galactosamine.